ClC=1C=C(C=CC1)N[C@H](CC(C)C)C(=O)N1[C@@H]2CC([C@H]([C@H]1C(=O)N[C@H](\C=C(\C(=O)OCC)/F)C[C@@H]1C(NCC1)=O)CC2)(F)F ethyl (S,Z)-4-((1S,3S,4S)-2-((3-chlorophenyl)-D-leucyl)-5,5-difluoro-2-azabicyclo[2.2.2]octane-3-carboxamido)-2-fluoro-5-((R)-2-oxopyrrolidin-3-yl)pent-2-enoate